Cl.NC/C(/COC=1C=C2CCN(C(C2=CC1)=O)CC(=O)NCC(F)(F)F)=C/F 2-[6-[(Z)-2-(aminomethyl)-3-fluoro-allyloxy]-1-oxo-3,4-dihydroisoquinolin-2-yl]-N-(2,2,2-trifluoroethyl)acetamide hydrochloride